3-[1-oxo-4-({spiro[3.3]heptan-2-ylmethyl}amino)-3H-isoindol-2-yl]piperidine-2,6-dione O=C1N(CC2=C(C=CC=C12)NCC1CC2(C1)CCC2)C2C(NC(CC2)=O)=O